1-((1S,2R)-[1,1'-bi(cyclopropan)]-2-yl)-N-((R)-1-(3-(difluoromethyl)-2-fluorophenyl)ethyl)-4-((1-methylpiperidin-4-yl)amino)-6-oxo-1,6-dihydropyridine-3-carboxamide [C@@H]1([C@@H](C1)N1C=C(C(=CC1=O)NC1CCN(CC1)C)C(=O)N[C@H](C)C1=C(C(=CC=C1)C(F)F)F)C1CC1